ClC1=CCCC=CCC1 1-chlorocycloocta-1,5-diene